CO[Si](CCCCO[Si](OC)(OC)CCCOC(C=C)=O)(OC)OC 3-(trimethoxysilyl)propyl-3-(acryloyloxy)propyl-trimethoxysilane